NC=1C(=NN2C1C=CC=C2)OCCO 2-(3-aminopyrazolo[1,5-a]pyridin-2-yl)oxyethanol